diammonium phosphorate P([O-])([O-])(O)=O.[NH4+].[NH4+]